FC(C(=O)O)(F)F.NC=1N=CC(=NC1N1N=NC=C1)C=1C=C(C=CC1C)S(=O)(=O)NC12CNC(C1)C2 3-(5-amino-6-(1H-1,2,3-triazol-1-yl)pyrazin-2-yl)-N-(2-azabicyclo[2.1.1]hexan-4-yl)-4-methylbenzenesulfonamide trifluoroacetate salt